3,5-dibromo-2-methoxypyridine BrC=1C(=NC=C(C1)Br)OC